N-benzhydryl-N,6-dimethyl-5,7-dihydrothieno[3,2-b]pyran-6-amine C(C1=CC=CC=C1)(C1=CC=CC=C1)N(C1(CC2=C(OC1)C=CS2)C)C